methyl-trioctylammonium thiocyanate [S-]C#N.C[N+](CCCCCCCC)(CCCCCCCC)CCCCCCCC